FC=1C=C2C(C(NC2=CC1F)=O)(C)C 5,6-difluoro-3,3-Dimethylindolin-2-one